C(CC\C=C\C)C1C(CCC1)=O (E)-2-(hex-4-en-1-yl)cyclopentan-1-one